nonafluoro-n-butanesulfonic acid 4-cyclohexylphenyldiphenylsulfonium salt C1(CCCCC1)C1=CC=C(C=C1)[S+](C1=CC=CC=C1)C1=CC=CC=C1.FC(C(C(C(S(=O)(=O)[O-])(F)F)(F)F)(F)F)(F)F